N1C(=O)NC(=O)[Si](C)=C1 silathymine